C(C)(C)(C)C1=C2C(C(N(C2=CC=C1)C)=O)N=C(C1=CC=CC=C1)C1=CC=CC=C1 (tert-butyl)-3-((diphenylmethylene)amino)-1-methylindol-2-one